CN1CCN(CC1)C=1C=CC(=NC1)NC=1C=CC(=C2CNC(C12)=O)C1=CC(=NC=C1)N1CCCCC1 7-[[5-(4-methylpiperazin-1-yl)-2-pyridyl]amino]-4-[2-(1-piperidyl)-4-pyridyl]isoindolin-1-one